OC(CN1CC(CC1)NC(=O)C1=CC2=C(N(C(=N2)NC=2SC3=C(N2)C=CC(=C3)OC(F)(F)F)C)C=C1)(C)C 1-Methyl-2-(6-trifluoromethoxy-benzothiazol-2-ylamino)-1H-benzoimidazole-5-carboxylic acid [1-(2-hydroxy-2-methyl-propyl)-pyrrolidin-3-yl]-amide